N1(CCOCC1)C=1C=C(CN2CCCC23CCN(CC3)C(=O)OC(C(F)(F)F)C(F)(F)F)C=CC1 1,1,1,3,3,3-hexafluoropropan-2-yl 1-(3-morpholinylbenzyl)-1,8-diazaspiro[4.5]decane-8-carboxylate